N1=C(C=CC2=CC=CC=C12)C(=O)[O-].[K+] potassium quinolinate